2-[4-chloro-3-(5-fluoro-2-methyl-6-{[(1r,4r)-4-(trifluoromethyl)-cyclohexyl]oxy}pyrimidin-4-yl)-1H-pyrrolo[3,2-c]pyridin-1-yl]ethan-1-ol ClC1=NC=CC2=C1C(=CN2CCO)C2=NC(=NC(=C2F)OC2CCC(CC2)C(F)(F)F)C